methyl N-(tert-butoxycarbonyl)-S-(2-(2-fluoro-11-oxo-10,11-dihydro-5H-dibenzo[b,e][1,4]diazepin-5-yl)-2-oxoethyl)-L-cysteinate C(C)(C)(C)OC(=O)N[C@@H](CSCC(=O)N1C2=C(NC(C3=C1C=CC(=C3)F)=O)C=CC=C2)C(=O)OC